O=C1NC(CCC1N1C(C2=CC=C(C=C2C1=O)N1CCN(CC1)CCOC1=CC=C(C=C1)\C(=C(/CC)\C1=CC=CC=C1)\C1=CC=C(C=C1)B(O)O)=O)=O (E)-(4-(1-(4-(2-(4-(2-(2,6-dioxopiperidin-3-yl)-1,3-dioxoisoindolin-5-yl)piperazin-1-yl)ethoxy)phenyl)-2-phenylbut-1-en-1-yl)phenyl)boronic acid